carbazole-7-carboxylic acid methyl ester COC(=O)C1=CC=C2C=3C=CC=CC3NC2=C1